2-methylhexanedioic acid CC(C(=O)O)CCCC(=O)O